N-phenylsulfonyl-[1,1'-biphenyl]-4-carboxamide C1(=CC=CC=C1)S(=O)(=O)NC(=O)C1=CC=C(C=C1)C1=CC=CC=C1